3-(2,6-dichloro-4-(2,4-difluorophenyl)pyridin-3-yl)propionic acid ClC1=NC(=CC(=C1CCC(=O)O)C1=C(C=C(C=C1)F)F)Cl